COC[N+]1(CCCC1)CCCC N-methoxymethyl-N-n-butylpyrrolidinium